6-chloro-4-iodoisoindol-1-one ClC1=CC(=C2C=NC(C2=C1)=O)I